C(C(=C)C)(=O)O.C(CC)[Na] propyl-sodium methacrylate